5-(tetrahydro-2H-pyran-4-yl)-5H-imidazo[5,1-a]isoindole O1CCC(CC1)C1N2C(C3=CC=CC=C13)=CN=C2